FC1=C2C(=C(C=3C=C(NC13)C1CCC(CC1)CCCCC)F)NC(=C2)C2CCC(CC2)CCCCC 4,8-difluoro-2,6-bis(4-amyl-cyclohexyl)-1,5-dihydropyrrolo[2,3-f]indole